5-(5-methyl-6,6a-dihydro-1aH-cyclopropa[1,2-a]inden-1a-yl)-1H-imidazole CC=1C=2CC3C(C2C=CC1)(C3)C3=CN=CN3